FC(N1C(=NC=C1C#CC1=CN=C(C2=CN=C(C=C12)N)NC)C)F 4-((1-(difluoromethyl)-2-methyl-1H-imidazol-5-yl)ethynyl)-N1-methyl-2,7-naphthyridin-1,6-diamine